N-(4-phenylbiphenyl-3-yl)amine C1(=CC=CC=C1)C1=C(C=C(C=C1)C1=CC=CC=C1)N